[OH-].C(CCC)[N+](CCC)(CCC)CCC butyl-tripropylammonium hydroxide